N-(1-methylcyclopropyl)imidazo[1,5-a]pyridine-6-sulfonamide CC1(CC1)NS(=O)(=O)C=1C=CC=2N(C1)C=NC2